5-(2-fluoro-5-(5-methyl-1H-benzo[d]imidazole-2-carboxamido)phenyl)-2,5-dimethyl-1,1-dioxo-1,2,4-thiadiazin FC1=C(C=C(C=C1)NC(=O)C1=NC2=C(N1)C=CC(=C2)C)C2(N=CN(S(C2)(=O)=O)C)C